(S)-7-Methyl-2-((7-methylcinnolin-6-yl)amino)-9-(tetrahydrofuran-3-yl)-7,9-dihydro-8H-purin-8-on CN1C(N(C2=NC(=NC=C12)NC=1C=C2C=CN=NC2=CC1C)[C@@H]1COCC1)=O